C(CCCCCCCCCCC)C1CCNCCCC1 4-Dodecyl-1-azacyclooctane